methyl-4-fluoro-3-nitrobenzoic acid CC1=C(C(=O)O)C=CC(=C1[N+](=O)[O-])F